N=1[CH-]C(C1)=O azetidone